NC=1C2=C(N=CN1)N(C(=C2C2=CC(=C(C=C2)OC2=NC=CC(=N2)C)F)C=2C(=CC(=NC2)C#C)CO)C (5-(4-amino-5-(3-fluoro-4-((4-methylpyrimidin-2-yl)oxy)phenyl)-7-methyl-7H-pyrrolo[2,3-d]pyrimidin-6-yl)-2-ethynylpyridin-4-yl)methanol